(E)-4-nitrophenyl 6-((2-(methylcarbamoyl) phenyl) thio)-3-(2-(pyridin-2-yl) vinyl)-1H-indazole-1-carboxylate CNC(=O)C1=C(C=CC=C1)SC1=CC=C2C(=NN(C2=C1)C(=O)OC1=CC=C(C=C1)[N+](=O)[O-])\C=C\C1=NC=CC=C1